O(C1=CC=CC=C1)C1=CC2=C(NC(=N2)NC2=CNC=3C2=NC(=CC3)C#C[Si](C)(C)C)C=C1 5-phenoxy-N-{5-[(trimethylsilyl)ethynyl]-1H-pyrrolo[3,2-b]pyridin-3-yl}-1H-benzo[d]imidazol-2-amine